ClC1=CC=C2C=C(NC2=C1)C1=C(C(OC12CCC2)=C=O)C(=O)NOC 8-(6-chloro-1H-indol-2-yl)-N-methoxy-6-carbonyl-5-oxaspiro[3.4]oct-7-ene-7-carboxamide